C(C)N1C=C(C(C2=CC(=C(C(=C12)F)N1CC(N(CC1)C(C)=O)C)F)=O)C(C=CC=1C=NC=CC1)=O 1-ethyl-6,8-difluoro-7-(3-methyl-4-acetylpiperazin-1-yl)-3-[3-(pyridin-3-yl)acryloyl]-quinolin-4(1H)-one